C(C)OC(=O)C=1NC2=C(C=CC(=C2C1)NC1=CC(=C(C=C1)OC(F)(F)F)Cl)F 4-((3-chloro-4-trifluoromethoxyphenyl)amino)-7-fluoro-1H-indole-2-carboxylic acid ethyl ester